C1(=CC=CC=C1)P(NC1=CC(=CC=C1)C(C)=NC1=C(C=CC=C1)C)C1=CC=CC=C1 1,1-diphenyl-N-(3-(1-(o-tolylimino)ethyl)phenyl)phosphanamine